N'-(2-fluorophenyl)-4-pyridineformylhydrazine methyl-3-(4-(2-chloro-3-fluorophenyl)piperidine-1-carbonyl)-1,4,5,7-tetrahydro-6H-pyrazolo[3,4-c]pyridine-6-carboxylate COC(=O)N1CC2=C(CC1)C(=NN2)C(=O)N2CCC(CC2)C2=C(C(=CC=C2)F)Cl.FC2=C(C=CC=C2)NNC(=O)C2=CC=NC=C2